[Cl-].C(CCCCCCCCCCCCCCCCCCCCCCCCCCC)[NH2+]C octacosanyl-methyl-ammonium chloride